FC1=CC=C2C=NC(=NC2=C1)N[C@H]1CN(CC1)C(=O)C1=CC=C(C=C1)NC(C=C)=O (R)-N-(4-(3-((7-fluoroquinazolin-2-yl)amino)pyrrolidine-1-carbonyl)phenyl)acrylamide